[rac-(5S,7S)-7-fluoro-5-phenyl-6,7-dihydro-5H-pyrrolo[1,2-b][1,2,4]triazol-2-yl]-[rac-(1S,2S)-2-(trifluoromethyl)cyclopropyl]methanone F[C@H]1C[C@H](N2N=C(N=C21)C(=O)[C@@H]2[C@H](C2)C(F)(F)F)C2=CC=CC=C2 |r|